(1R)-sodium gamma-hydroxybutyrate OCCCC(=O)[O-].[Na+]